CN1C(=NC2=C1C=C(C=C2C)C2=CC=C(C=C2)CN2C[C@@H]1CN(C[C@@H]1C2)C)C2=CC=C(C=C2)S(=O)(=O)C 1,4-dimethyl-6-(4-((cis-5-methylhexahydropyrrolo[3,4-c]pyrrol-2(1H)-yl)methyl)phenyl)-2-(4-(methylsulfonyl)phenyl)-1H-benzo[d]imidazole